hydroxy-[1,1'-biphenyl]-4-formonitrile OC1=C(C=CC(=C1)C#N)C1=CC=CC=C1